C(CCCC)(=O)O[C@H]1CC[C@@H]2[C@@]1(CC[C@@H]1[C@]3(CCC=4N=C(SC4C3=CC[C@@H]21)NC2=CC=C(C=C2)Cl)C)C (5aR,5bS,7aS,8S,10aS,10bR)-2-((4-chlorophenyl)amino)-5a,7a-dimethyl-5,5a,5b,6,7,7a,8,9,10,10a,10b,11-dodecahydro-4H-cyclopenta[7,8]phenanthro[2,1-d]thiazol-8-yl pentanoate